2,7-diazaspiro[3.5]nonane-2-carboxylic acid methyl ester trifluoroacetate FC(C(=O)O)(F)F.COC(=O)N1CC2(C1)CCNCC2